(((2-chloro-4-methylphenyl) amino) methyl) benzoate C(C1=CC=CC=C1)(=O)OCNC1=C(C=C(C=C1)C)Cl